N[C@@H](C(C)C)CC(=O)O β-Leucine